N-(4-chlorobenzyl)-2-(5-(5-(4,4,5,5-tetramethyl-1,3,2-dioxaborolan-2-yl)-1-(tritylamino)pentyl)-1H-tetrazol-1-yl)acetamide ClC1=CC=C(CNC(CN2N=NN=C2C(CCCCB2OC(C(O2)(C)C)(C)C)NC(C2=CC=CC=C2)(C2=CC=CC=C2)C2=CC=CC=C2)=O)C=C1